O=C1N(C(CCC1)=O)N1C(C2=CC=CC=C2C1=O)=O 2-(2,6-dioxopiperidinyl)isoindoline-1,3-dione